dihydroxyethyl-methyl-ammonium methyl-sulfate COS(=O)(=O)[O-].OC(C[NH2+]C)O